2'-(2-chloropyrimidin-4-yl)-5',6'-dihydrospiro[cyclopentane-1,7'-pyrrolo[3,2-c]pyridin]-4'(1'H)-one ClC1=NC=CC(=N1)C1=CC=2C(NCC3(C2N1)CCCC3)=O